1-(3-chloro-2-piperazin-1-yl-6-quinolyl)-3-[2-(dimethylamino)ethyl]imidazolidin-2-one dihydrochloride Cl.Cl.ClC=1C(=NC2=CC=C(C=C2C1)N1C(N(CC1)CCN(C)C)=O)N1CCNCC1